C(C)[PH+]1CCCC1 1-ethylphospholanium